(E)-N-(6-((R)-3-((5-chloro-4-methoxypyrimidin-2-yl)amino)pyrrolidine-1-carbonyl)pyridin-3-yl)-4-((R)-3-fluoropiperidin-1-yl)but-2-enamide ClC=1C(=NC(=NC1)N[C@H]1CN(CC1)C(=O)C1=CC=C(C=N1)NC(\C=C\CN1C[C@@H](CCC1)F)=O)OC